[Si](C)(C)(C(C)(C)C)OCCN1N=C(C=C1CO)OCC#N 2-[1-[2-[tert-butyl(dimethyl)silyl]oxyethyl]-5-(hydroxymethyl)pyrazol-3-yl]oxyacetonitrile